N-(3-((7R,14R)-1-(difluoromethoxy)-6-(methyl-d3)-5-oxo-5,6,7,14-tetrahydro-7,14-methanobenzo[f]benzo[4,5]imidazo[1,2-a][1,4]diazocin-11-yl)prop-2-yn-1-yl)cyclopropanecarboxamide FC(OC1=CC=CC=2C(N([C@H]3C=4N([C@@H](C21)C3)C3=C(N4)C=CC(=C3)C#CCNC(=O)C3CC3)C([2H])([2H])[2H])=O)F